N,N'-Dimethyl-N,N'-dinitroso-phthalamid CN(C(C=1C(C(=O)N(N=O)C)=CC=CC1)=O)N=O